NC1(CN(C1)C(N)=N)C(=O)O 3-amino-1-carbamimidoylazetidine-3-carboxylic acid